COC(C1=CN=C(C=C1)C1=C(C=C(C=C1)C1=NOC(=N1)C)C(F)(F)F)=O 6-(4-(5-methyl-1,2,4-oxadiazol-3-yl)-2-(trifluoromethyl)phenyl)nicotinic acid methyl ester